CC1=CC(=C(C=C1)OC1=CC=C(C=C1)C)[N+](=O)[O-] 4-Methyl-2-nitro-1-(p-tolyloxy)benzene